ClC=1C(=C(C=CC1)NC1=C(NC2=C1C(NC[C@@H]2C)=O)C2=CC=NC1=CC=C(N=C21)OC2CC2)OC (S)-3-((3-chloro-2-methoxyphenyl)amino)-2-(6-cyclopropoxy-1,5-naphthyridin-4-yl)-7-methyl-1,5,6,7-tetrahydro-4H-pyrrolo[3,2-c]pyridin-4-one